tert-butyl (E)-(3-fluoro-2-(((2-(propylamino)benzo[d]thiazol-6-yl)oxy)methyl)allyl)carbamate F/C=C(\CNC(OC(C)(C)C)=O)/COC1=CC2=C(N=C(S2)NCCC)C=C1